FC1=CC(=C(N[C@H](C)C=2C=C(C=C3C(N(C(=NC23)SC)C)=O)C)C=C1)S(=O)(=O)C 8-[(1R)-1-(4-fluoro-2-methylsulfonyl-anilino)ethyl]-3,6-dimethyl-2-methylsulfanyl-quinazolin-4-one